C(C)C1=C(C=CC=C1)CC(C=O)(C)C 2-ethyl-α,α-dimethylbenzenepropanal